(R)-3-(1-(5-(difluoromethoxy)-6-ethoxypyridin-2-yl)-2-(methylsulfonyl)ethyl)-7-methyl-6-phenyl-1H-imidazo[4,5-b]pyridin-2(3H)-one FC(OC=1C=CC(=NC1OCC)[C@H](CS(=O)(=O)C)N1C(NC=2C1=NC=C(C2C)C2=CC=CC=C2)=O)F